C1(=CC=C(C=C1)C1=C(C=C2C(=N1)C=C(N2)C(=O)O)Cl)C2=CC=CC=C2 5-([1,1'-biphenyl]-4-yl)-6-chloro-1H-pyrrolo[3,2-b]pyridine-2-carboxylic acid